6-(4-(3-chloro-4-fluorophenyl)-1-(2,2-difluoroethyl)-1H-imidazol-5-yl)imidazo[1,2-a]pyridine ClC=1C=C(C=CC1F)C=1N=CN(C1C=1C=CC=2N(C1)C=CN2)CC(F)F